2-(3,4-dichlorophenyl)-1-[4-(2-hydroxyacetyl)-8-pyrrolidin-1-yl-3,4a,5,7,8,8a-hexahydro-2H-pyrano[3,4-b]pyrazin-1-yl]ethanone ClC=1C=C(C=CC1Cl)CC(=O)N1C2C(N(CC1)C(CO)=O)COCC2N2CCCC2